FC1=C(C=CC=C1)C=1N(C(C2=CC(=CC(=C2C1)C(C)NC1=C(C(=O)O)C=CC=C1)C)=O)C 2-((1-(3-(2-fluorophenyl)-2,7-dimethyl-1-oxo-1,2-dihydroisoquinolin-5-yl)ethyl)amino)benzoic acid